N-phenyl-β-aminoethyltriethoxysilane C1(=CC=CC=C1)NCC[Si](OCC)(OCC)OCC